BrC1=CC=C(C=C1)C(C(=O)O)O 2-(4-bromophenyl)-2-hydroxyacetic acid